CC1=C(OC2=C1C=C(C=C2)S(N(CCC2=CC=CC=C2)CC2=CC=C(C=C2)C(C)(C)C)(=O)=O)C(=O)O 3-methyl-5-(N-(4-tert-butylbenzyl)-N-phenethylsulfamoyl)benzofuran-2-carboxylic acid